C(C)C1=NOC=C1C(=O)N[C@H](C(NC1=NC=CC(=C1)O[C@@H]1C(N[C@@H](C1)C(F)(F)F)=O)=O)C1CCC(CC1)C 3-ethyl-N-((S)-1-((1r,4S)-4-methylcyclohexyl)-2-oxo-2-((4-(((3S,5S)-2-oxo-5-(trifluoromethyl)pyrrolidin-3-yl)oxy)pyridin-2-yl)amino)ethyl)isoxazole-4-carboxamide